NC(C1CCN(CC1)C(C)=O)C1=C(C=C(C(=C1)Cl)Cl)OC 1-[4-[amino(4,5-dichloro-2-methoxyphenyl)methyl]piperidin-1-yl]ethan-1-one